tert-butyl rac-(2S,5R)-5-methyl-2-phenyl-piperazine-1-carboxylate C[C@H]1NC[C@@H](N(C1)C(=O)OC(C)(C)C)C1=CC=CC=C1 |r|